4-((diphenoxyphosphoryl)methyl)-5-(((isopropoxycarbonyl)oxy)methoxy)-5-oxopentanoic Acid O(C1=CC=CC=C1)P(=O)(OC1=CC=CC=C1)CC(CCC(=O)O)C(=O)OCOC(=O)OC(C)C